7-chloro-8-fluoro-2-methylsulfonyl-pyrido[4,3-d]pyrimidin-4-ol ClC1=C(C=2N=C(N=C(C2C=N1)O)S(=O)(=O)C)F